CC(CC)(CCCC)C 3,3-dimethylheptane